ClC1=CC(=C(C=C1Cl)CN1CCC2(C(CCO2)=O)CC1)O 8-[(4,5-dichloro-2-hydroxyphenyl)methyl]-1-oxa-8-azaspiro[4.5]decan-4-one